BrC1=CC=C(OC2=C(C(=CC=C2)OC([2H])([2H])[2H])F)C=C1 1-(4-bromophenoxy)-2-fluoro-3-(methoxy-d3)benzene